NC1=C(C(=C(C(=O)O)C(=C1F)F)F)F 4-Amino-2,3,5,6-tetrafluorobenzoic acid